P(=O)(OC(CCl)C)([O-])[O-] (1-chloro-2-propyl) phosphate